8-methyl-1,2,3,4-tetrahydro-1,4-methylenebenzo[4,5]imidazo[1,2-a]pyridin-6-amine CC=1C=C2C(N=C3N2C2CCC3C2)=C(C1)N